CN1C(=NN=C1)C1=C(C=CC(=C1)C#N)C1=CC(=CC=C1)N1C(C2=CC=CC(=C2C1)C(F)(F)F)=O 2-(4-methyl-4H-1,2,4-triazol-3-yl)-3'-(1-oxo-4-(trifluoromethyl)isoindolin-2-yl)-[1,1'-biphenyl]-4-carbonitrile